8-(5-(1-methyl-1H-indazol-5-yl)-1H-pyrazolo[3,4-b]pyridin-4-yl)-2,8-diazaspiro[4.5]decan-1-one CN1N=CC2=CC(=CC=C12)C=1C(=C2C(=NC1)NN=C2)N2CCC1(CCNC1=O)CC2